tetrahydropentalen C1CCC2C=CC=C12